C(#N)CC1CC(C1)(C1=NN=CN1C)C=1C=C(C=CC1)NC(=O)C1=CC(=C2C(=N1)C=CN2)CN2CCC(CC2)C N-(3-(3-(cyanomethyl)-1-(4-methyl-4H-1,2,4-triazol-3-yl)cyclobutyl)phenyl)-7-((4-methylpiperidin-1-yl)methyl)-1H-pyrrolo[3,2-b]pyridine-5-carboxamide